COC1=C(C=C(C=C1)OC)S(=O)(=O)NC(=O)C1=NC2=CC=CC(=C2C=C1)N1N=CC=C1 N-((2,5-dimethoxyphenyl)sulfonyl)-5-(1H-pyrazol-1-yl)quinoline-2-carboxamide